C1=NC=CC=2NC=3C=C(C=CC3C21)O 5H-pyrido[4,3-b]indol-7-ol